ClC=1C=CC=C2C(=C(C(N(C12)C)=O)C(=O)N)N1CCC(CC1)OC1=CC=C(C=C1)OC(F)(F)F 8-chloro-1-methyl-2-oxo-4-{4-[4-(trifluoromethoxy)phenoxy]piperidin-1-yl}-1,2-dihydroquinoline-3-carboxamide